[Na].FC=1C(=NC(=NC1)NC1=CC(=C(C=C1)C)S(=O)(=O)NC(CC)=O)NC1=CC=C(C=C1)OCC#C 5-fluoro-N2-(4-methyl-3-propionylaminosulfonylphenyl)-N4-[4-(prop-2-ynyloxy)phenyl]-2,4-pyrimidinediamine mono-sodium salt